2-(2,4-dichlorophenoxy)butanoic acid ClC1=C(OC(C(=O)O)CC)C=CC(=C1)Cl